cyclopropyl-6-methoxyisoquinoline C1(CC1)C1=NC=CC2=CC(=CC=C12)OC